C(C)(C)(C)OC(NCCCC(=O)N(CC=1SC=CC1)CC=1SC=CC1)=O {4-[bis(2-thienylmethyl)amino]-4-oxobutyl}carbamic acid tert-butyl ester